Azidoethanamine CC(N)N=[N+]=[N-]